(S)-tert-Butyl 2-((2-chloro-5-(trifluoromethyl)pyridin-4-ylamino)methyl)morpholine-4-carboxylate ClC1=NC=C(C(=C1)NC[C@H]1CN(CCO1)C(=O)OC(C)(C)C)C(F)(F)F